(R)-3-(tert-butyl)-N-(4-(6-(3,4-dimethylpiperazin-1-yl)pyrrolo[2,1-f][1,2,4]triazin-4-yl)-3-fluoro-2-methylbenzyl)-1,2,4-oxadiazole-5-carboxamide C(C)(C)(C)C1=NOC(=N1)C(=O)NCC1=C(C(=C(C=C1)C1=NC=NN2C1=CC(=C2)N2C[C@H](N(CC2)C)C)F)C